2-(6-bromopyridin-2-yl)ethanamidine hydrochloride Cl.BrC1=CC=CC(=N1)CC(=N)N